sodium naphthoate sodium cyclohexanecarboxylate C1(CCCCC1)C(=O)[O-].[Na+].C1(=CC=CC2=CC=CC=C12)C(=O)[O-].[Na+]